C1(=CC=CC=C1)/C=C/OB(O)O E-phenylvinylboric acid